C1(CCCCC1)NC(=O)C1=CC(=CC=2NC(=NC21)COC)NC(=O)C2=C(C=CC=C2)C(F)(F)F N-cyclohexyl-2-(methoxymethyl)-6-({[2-(trifluoromethyl)phenyl]carbonyl}amino)-1H-benzimidazole-4-carboxamide